[3-(4-AMINOCINNOLIN-7-YL)-4-{[(2R,4S,6S)-2,6-DIMETHYLOXAN-4-YL]OXY}PHENYL]BORONIC ACID NC1=CN=NC2=CC(=CC=C12)C=1C=C(C=CC1OC1C[C@H](O[C@H](C1)C)C)B(O)O